N1=C(C=CC=C1)NC1=NC=C(C=N1)C(=O)N 2-(pyridin-2-ylamino)pyrimidine-5-carboxamide